6-chloro-3-(1-ethoxyethenyl)-4-methylpyridazine ClC1=CC(=C(N=N1)C(=C)OCC)C